aluminum tris(7-octenoate) C(CCCCCC=C)(=O)[O-].C(CCCCCC=C)(=O)[O-].C(CCCCCC=C)(=O)[O-].[Al+3]